Cl.N[C@H]1C[C@H](CCCC1)O (1S,3R)-3-aminocycloheptanol hydrochloride